Cl.NCC=1C=NN(C1)CC1=CC2=C(C(=NO2)NS(=O)(=O)C2=C(C=C(C=C2)C)OCC)C(=C1)OC N-(6-((4-(aminomethyl)-1H-pyrazol-1-yl)methyl)-4-methoxybenzo[d]isoxazol-3-yl)-2-ethoxy-4-methylbenzenesulfonamide hydrochloride